ClC1=NC=C(C(=C1)C1=C(C=NC(=C1)C)C(=O)NC1=NN=C(S1)OCC1CN(CC1)C(=O)OC(C)(C)C)OC tert-butyl 3-{((5-{2'-chloro-5'-methoxy-6-methyl-(4,4'-bipyridine)-3-amido}-1,3,4-thiadiazol-2-yl)oxy)methyl}pyrrolidine-1-carboxylate